(4-(diethylamino)benzylidene)-5-hydroxy-2,3-dihydro-1H-inden-1-one C(C)N(C1=CC=C(C=C2C(C3=CC=C(C=C3C2)O)=O)C=C1)CC